zinc di(3-methacryloyloxy-2-methylpropionate) C(C(=C)C)(=O)OCC(C(=O)[O-])C.C(C(=C)C)(=O)OCC(C(=O)[O-])C.[Zn+2]